2,3-dimethoxypropane COC(C)COC